CNCC1=CC(=C(C=C1)C1=CC=CC=C1)NS(=O)(=O)C1=CC=CC=C1 N-(4-((methylamino)methyl)-[1,1'-biphenyl]-2-yl)benzenesulfonamide